(5RS)-3-[6-chloro-3-(3-cyclopropyl-2-fluorophenoxy)pyridazin-4-yl]-5-(2,4-dichlorobenzyl)-5,6-dihydro-4H-1,2,4-oxadiazine-4-carbaldehyde ClC1=CC(=C(N=N1)OC1=C(C(=CC=C1)C1CC1)F)C1=NOC[C@H](N1C=O)CC1=C(C=C(C=C1)Cl)Cl |r|